NC1=CC(=NC=2N1N=C(N2)C=2OC=CC2)OCCCC2=CC=C(C=C2)NS(=O)(=O)C=2C=C(C(=C(C(=O)N)C2)O)Cl 5-(N-(4-(3-((7-amino-2-(furan-2-yl)-[1,2,4]triazolo[1,5-a]pyrimidin-5-yl)oxy)propyl)phenyl)sulfamoyl)-3-chloro-2-hydroxybenzamide